C[Si](CCCCC[Si](OC)(OC)C)(OC)OC 1,5-bis(methyldimethoxysilyl)pentane